CNC(C1=CC=C(C=C1)NC=1N=CC2=C(N1)N(C(=C2)C(F)(F)F)CC2=NC=CN=C2N(S(=O)(=O)C)C)=O N-methyl-4-((7-((3-(N-methylmethylsulfonamido)pyrazin-2-yl)methyl)-6-(trifluoromethyl)-7H-pyrrolo[2,3-d]pyrimidin-2-yl)amino)benzamide